C[SH+][O-] (methyl)sulfaniumolate